methyl (S)-2-((R)-N-benzyl-2-((tert-butoxycarbonyl)amino)propanamido)-2-cyclopropylacetate C(C1=CC=CC=C1)N(C([C@@H](C)NC(=O)OC(C)(C)C)=O)[C@H](C(=O)OC)C1CC1